NC1=NC2=CC=C(C=C2C=N1)C=1C(=C(C=CC1F)NS(=O)(=O)C1=C(C=C(C(=C1)Cl)F)F)F N-[3-(2-aminoquinazolin-6-yl)-2,4-difluorophenyl]-5-chloro-2,4-difluorobenzene-1-sulfonamide